ClC1=C(C(=CC=C1)F)NC(=O)C1=CC(=C(C=C1O[C@H](C(F)(F)F)C)NC(=O)N1CC(CC1)O)F N-(4-((2-Chloro-6-fluorophenyl)carbamoyl)-2-fluoro-5-(((S)-1,1,1-trifluoropropan-2-yl)oxy)phenyl)-3-hydroxypyrrolidine-1-carboxamide